4,4'-methylenebis(2-isopropylaniline) C(C1=CC(=C(N)C=C1)C(C)C)C1=CC(=C(N)C=C1)C(C)C